N-[3-[2-(difluoromethoxy)-5-[1-(difluoromethyl)pyrazol-4-yl]oxy-phenyl]-1-methyl-pyrazol-4-yl]pyrazolo[1,5-a]pyrimidine-3-carboxamide FC(OC1=C(C=C(C=C1)OC=1C=NN(C1)C(F)F)C1=NN(C=C1NC(=O)C=1C=NN2C1N=CC=C2)C)F